FC1=CN2C(C(=CC(=C2C=C1C=1N=C(N(C1)C)C(C)(C)O)C(C)C)C(=O)[O-])=O.[Li+] lithium 7-fluoro-8-(2-(2-hydroxypropan-2-yl)-1-methyl-1H-imidazol-4-yl)-1-isopropyl-4-oxo-4H-quinolizine-3-carboxylate